BrC1=CC=C(C=C1)C1CCC(CC1)C(C)(C)C 1-bromo-4-(4-(tert-butyl)cyclohexyl)benzene